8-Amino-5-cyclopropyl-7-(7-fluoro-1H-indazol-4-yl)-10H-pyrido[3,2-h]quinazolin-9-one NC1=C(C2=CC(=C3C=NC=NC3=C2NC1=O)C1CC1)C1=C2C=NNC2=C(C=C1)F